1-amino-N-(3,4-dichlorophenyl)-6,7,8,9-tetrahydro-5H-5,8-epiminocyclohepta[c]pyridine NC1N(C=CC2=C1CC1CCC2N1)C1=CC(=C(C=C1)Cl)Cl